C(\C=C\C)(=O)NC=1C(=C(C=CC1)C1=C2C(=CNC2=C(C=C1)C(=O)N)C)C (E)-4-(3-(but-2-enoylamino)-2-methylphenyl)-3-methyl-1H-indole-7-carboxamide